methyl 4-bromo-benzenesulfinate BrC1=CC=C(C=C1)S(=O)OC